ClC1=CC=C(C=C1)C=1N(C(C2=C(N1)C(=NC=C2)C=2C=NN(C2)C)=O)C(CO)C (4-chlorophenyl)-3-(1-hydroxypropan-2-yl)-8-(1-methyl-1H-pyrazol-4-yl)pyrido[3,4-d]pyrimidin-4(3H)-one